CC(=CCC1=C(C=C(C2=C1OCOC2=O)CCCCC)O)CCC=C(C)C 8-(3,7-dimethylocta-2,6-dien-1-yl)-7-hydroxy-5-pentyl-4H-benzo[d][1,3]dioxin-4-one